6-(4,4,5,5-tetramethyl-1,3,2-dioxaborolan-2-yl)-2-azaspiro[3.4]Oct-6-ene-2-carboxylic acid tert-butyl ester C(C)(C)(C)OC(=O)N1CC2(C1)CC(=CC2)B2OC(C(O2)(C)C)(C)C